N1C(=CC2=CC=CC=C12)C(=O)N1CC=2C(CC1)=NNC2C(=O)N(C)C2(CC2)C2=CC=C(C(=O)OC)C=C2 methyl 4-(1-(5-(1H-indole-2-carbonyl)-N-methyl-4,5,6,7-tetrahydro-2H-pyrazolo[4,3-c]pyridine-3-carboxamido)cyclopropyl)benzoate